FC=1C=C(C=C(C1CCN1[C@@H]([C@H]([C@@H]([C@H](C1)O)O)O)CF)F)C1=CC=CC=C1 (2S,3R,4R,5S)-1-(2-(3,5-difluoro-[1,1'-biphenyl]-4-yl)ethyl)-2-(fluoromethyl)piperidine-3,4,5-triol